methyl-bis(chloroethyl)amine hydrochloride Cl.CN(CCCl)CCCl